(2R,4R)-4-((4-(azetidin-1-yl)-6-((1-(tert-butyl)-5-methyl-1H-pyrazol-3-yl)amino)-3-fluoropyridin-2-yl)methyl)-2-methylpiperidine-4-carboxylic acid tert-butyl ester C(C)(C)(C)OC(=O)[C@]1(C[C@H](NCC1)C)CC1=NC(=CC(=C1F)N1CCC1)NC1=NN(C(=C1)C)C(C)(C)C